(1S,2R,4S)-2-(hydroxymethyl)-4-methyl-2-((methylthio)methyl)quinuclidin-3-one OC[C@]1(N2CCC(C1=O)(CC2)C)CSC